(4-amino-3,5-difluorophenyl)(8-(4,4,5,5-tetramethyl-1,3,2-dioxaborolan-2-yl)indolizin-3-yl)methanone NC1=C(C=C(C=C1F)C(=O)C1=CC=C2C(=CC=CN12)B1OC(C(O1)(C)C)(C)C)F